3-amino-6-cyclopropyl-4-(7-fluoro-1H-indazol-4-yl)-8-methyl-1H-1,7-phenanthrolin-2-one NC=1C(NC2=C3C=CC(=NC3=C(C=C2C1C1=C2C=NNC2=C(C=C1)F)C1CC1)C)=O